4-(3-CHLOROPHENYL)-3-OXOPIPERAZIN ClC=1C=C(C=CC1)N1C(CNCC1)=O